CN(C1CCC(CC1)NC1=C2C=CN(C2=CC(=C1)C#CCNC=1C(OC)=CC=C(C1)S(=O)(=O)C)CC(F)(F)F)C (1s,4s)-4-(dimethylamino)-1-{6-[3-(4-mesyl-2-anisidino)-1-propynyl]-1-(2,2,2-trifluoroethyl)-4-indolylamino}cyclohexane